itaconoic acid anhydride C1(C(=C)CC(=O)O1)=O